NC1=CC=C(C=C1)C1=C2C(NC(C2=CC=C1)=O)=O (4-aminophenyl)isoindole-1,3-dione